C1(CCCCC1)C(=O)OC[C@H]1O[C@H]([C@]([C@@H]1OC(CC)=O)(C)F)N1C2=NC(=NC(=C2N=C1)NC)N [(2R,3R,4R,5R)-5-[2-amino-6-(methylamino)purin-9-yl]-4-fluoro-4-methyl-3-(propanoyloxy)oxolan-2-yl]methyl cyclohexanecarboxylate